C(C)(=O)C1=NC(=CC=2C3=CC=CC=C3NC12)C(=O)O 1-acetyl-3-carboxy-β-carboline